3-(3-(difluoromethoxy)phenyl)-1,5,6,7-tetrahydropyrano[3,2-c]Pyrazole-6-carboxylic acid FC(OC=1C=C(C=CC1)C=1C2=C(NN1)CC(CO2)C(=O)O)F